C(C)(C)(C)OC(=O)N1C[C@@H]2COC3=C(CN2CC1)C=C(C(=C3F)C3=C(C=CC=C3OC)C=C)F (12aR)-9-(2-vinyl-6-methoxyphenyl)-8,10-difluoro-3,4,12,12a-tetrahydro-6H-pyrazino[2,1-C][1,4]benzoxazepine-2(1H)-carboxylic acid tert-butyl ester